NC=1C2=C(N(C(N1)=O)C1=CC(=CC=C1)Cl)N=C(C=C2)C2CC2 4-amino-1-(3-chlorophenyl)-7-cyclopropylpyrido[2,3-d]pyrimidin-2(1H)-one